FC1=C(C(=CC(=C1)N1CC2(C1)CNC2)F)[C@H]2N([C@@H](CC1=C3C(=CC=C21)NC(O3)=O)C)CC(F)(F)F (6S,8R)-6-(2,6-difluoro-4-(2,6-diazaspiro[3.3]heptan-2-yl)phenyl)-8-methyl-7-(2,2,2-trifluoroethyl)-6,7,8,9-tetrahydro-oxazolo[5,4-f]isoquinoline-2(3H)-one